2-(2-(cyclopropanesulfonylamino)thiazol-4-yl)-N-(5-(6-ethoxypyrazin-2-yl)pyridin-2-yl)-2-methylpropanamide C1(CC1)S(=O)(=O)NC=1SC=C(N1)C(C(=O)NC1=NC=C(C=C1)C1=NC(=CN=C1)OCC)(C)C